(S)-5-benzyl-N-(5,6-dihydro-4H-benzo[f][1,2,4]triazolo[4,3-a]azepin-4-yl)isoxazole-3-carboxylic acid amide C(C1=CC=CC=C1)C1=CC(=NO1)C(=O)N[C@@H]1C=2N(C3=C(CC1)C=CC=C3)C=NN2